3-((5-cyclopropyl-1-(2-methoxypyridin-3-yl)-4-nitro-1H-pyrazol-3-yl)oxy)-2-fluoropropan-1-ol C1(CC1)C1=C(C(=NN1C=1C(=NC=CC1)OC)OCC(CO)F)[N+](=O)[O-]